ClC1=CC=C(C=C1)C1=CC(=NC(=N1)C=1C=NN(C1)C)C(=O)N[C@@H](C)C1=CC(=C(C=C1)F)F (S)-6-(4-chlorophenyl)-N-(1-(3,4-difluorophenyl)ethyl)-2-(1-methyl-1H-pyrazol-4-yl)pyrimidine-4-formamide